2-(2-ethylbutanoylamino)-4-[2-methoxyethyl-[3-[2-(5,6,7,8-tetrahydro-1,8-naphthyridin-2-yl)ethyl]cyclobutyl]amino]butanoic acid C(C)C(C(=O)NC(C(=O)O)CCN(C1CC(C1)CCC1=NC=2NCCCC2C=C1)CCOC)CC